ClC=1C=C(C=CC1C(F)(F)F)NC(CC1=CC=C(C=C1)C1=CC=2N(C=C1)N=CN2)=O N-[3-Chloro-4-(trifluoromethyl)phenyl]-2-[4-([1,2,4]triazolo[1,5-a]pyridin-7-yl)phenyl]acetamide